5-bromo-2-(4-hydroxy-2-methylbutan-2-yl)-3-methylphenol BrC=1C=C(C(=C(C1)O)C(C)(CCO)C)C